C1(CCCCCCCC(=O)OC(CCC)O1)=O 4-butylidene azelate